N1CC(C1)C(=O)N1CCN(CC1)C(=O)C1=C(C=C(C=C1)NC(=O)C=1N(C(=CN1)C1=C(C(=C(C=C1)OC)F)F)C)Cl N-[4-[4-(azetidine-3-carbonyl)piperazine-1-carbonyl]-3-chloro-phenyl]-5-(2,3-difluoro-4-methoxy-phenyl)-1-methyl-imidazole-2-carboxamide